C1(=CC(=CC=C1)C1=NC(=CC(=N1)B(O)O)C1=CC=CC=C1)C1=CC=CC=C1 (2-([1,1'-biphenyl]-3-yl)-6-phenylpyrimidin-4-yl)boronic acid